COC(CCCCCCC\C=C/CCCC)=O.C(CCCCCCCCCCC)(=O)NC(CCS(=O)(=O)O)O lauramidohydroxypropyl-sulfonate methyl-(Z)-tetradec-9-enoate